N-(4-(((R)-1-Hydroxy-4-methylpentan-2-yl)amino)-6-(2-(4-methyl-3-oxo-3,4-dihydro-2H-pyrido[3,2-b][1,4]oxazin-7-yl)propyl)-1,3,5-triazin-2-yl)methanesulfonamide OC[C@@H](CC(C)C)NC1=NC(=NC(=N1)CC(C)C1=CC=2OCC(N(C2N=C1)C)=O)NS(=O)(=O)C